(R)-2-((3-hydroxypyridin-4-yl)amino)-5,5-dimethyl-4,5-dihydrothiazole-4-carboxylic acid hydrochloride Cl.OC=1C=NC=CC1NC=1SC([C@H](N1)C(=O)O)(C)C